N-[(1R)-1-(3,3-difluoro-2H-benzofuran-7-yl)ethyl]-6-(1-imino-1-oxo-3,6-dihydro-2H-thiopyran-4-yl)-7-methoxy-2-methyl-quinazolin-4-amine FC1(COC2=C1C=CC=C2[C@@H](C)NC2=NC(=NC1=CC(=C(C=C21)C=2CCS(CC2)(=O)=N)OC)C)F